S1C=2C(C=C1)=CSC2 thieno[3,4-b]thiophen